8-bromo-2,6-dichloro-3-methyl-quinoline BrC=1C=C(C=C2C=C(C(=NC12)Cl)C)Cl